Methoxy(1,5-cyclooctadiene) iridium (I) [Ir+].COC1=CCCC=CCC1